(3-phenylpyridin-2-yl)beryllium C1(=CC=CC=C1)C=1C(=NC=CC1)[Be]